OC/C=C/C(=O)N1CC(C1)C1=NC(=C2N=CN(C2=N1)C)C1=CC=C(C=C1)OC(F)(F)F (E)-4-Hydroxy-1-(3-(9-methyl-6-(4-(trifluoromethoxy)phenyl)-9H-purin-2-yl)azetidin-1-yl)but-2-en-1-one